CN(C/C=C/C(=O)NC1=CC=C(C=C1)C(=O)N1C[C@@H](CCCC1)NC1=NC=CC(=N1)C=1C(=NN2C1C=CC=C2)C2=CC=CC=C2)C (R,E)-4-(dimethylamino)-N-(4-(3-((4-(2-phenylpyrazolo[1,5-a]pyridin-3-yl)pyrimidin-2-yl)amino)azepane-1-carbonyl)phenyl)but-2-enamide